2-bromomethyl-4-(2,3,4,6-tetra-O-acetyl-D-glucopyranos-1-yl)-benzonitrile BrCC1=C(C#N)C=CC(=C1)C1(O)[C@H](OC(C)=O)[C@@H](OC(C)=O)[C@H](OC(C)=O)[C@H](O1)COC(C)=O